4-(5-(4-chlorophenyl)-4-methyl-1H-imidazol-2-yl)-N-((1-methyl-1H-pyrazol-3-yl)methyl)aniline ClC1=CC=C(C=C1)C1=C(N=C(N1)C1=CC=C(NCC2=NN(C=C2)C)C=C1)C